Methyl 1-(1-(tert-butoxycarbonyl)-3-methylazetidin-3-yl)-4-hydroxy-6-oxo-1,6-dihydropyridine-3-carboxylate C(C)(C)(C)OC(=O)N1CC(C1)(C)N1C=C(C(=CC1=O)O)C(=O)OC